ClC=1C(=C2C(=NC1)NC(=N2)C2=CC=C(C=C2)N2CCN(CCC2)CCOCC)NC2CCN(CC2)C(C)C 6-Chloro-2-{4-[4-(2-ethoxyethyl)-1,4-diazepan-1-yl]phenyl}-N-[1-(1-methylethyl)piperidin-4-yl]-3H-imidazo[4,5-b]pyridin-7-amine